potassium hydrogen peroxybisulfate S(O)(=O)(=O)OO.[K]